3-mercaptohexyl hexanoate C(CCCCC)(=O)OCCC(CCC)S